CC1OCC2C(O1)C(O2)O 2,4-O-ETHYLIDENE-D-ERYTHROSE